(R)-2-((S)-1-(4-fluorophenyl)-1,2,3,4-tetrahydroisoquinoline-2-carbonyl)-6-oxa-2,9-diazaspiro[4.5]decane-9-carboxylic acid tert-butyl ester C(C)(C)(C)OC(=O)N1CCO[C@@]2(CCN(C2)C(=O)N2[C@H](C3=CC=CC=C3CC2)C2=CC=C(C=C2)F)C1